C1(CC1)CNC(COC1=C(C=C(C=C1)OC)C=O)=O N-(CYCLOPROPYLMETHYL)-2-(2-FORMYL-4-METHOXYPHENOXY)ACETAMIDE